FC(C(=O)O)(F)F.FC1=C(C=CC(=C1)F)S(=O)(=O)NC=1C(=NC=C(C1)C=1C=C2C(=NC=NC2=CC1)N1CCNCC1)OC(F)(F)F 2,4-difluoro-N-(5-(4-(piperazin-1-yl)quinazolin-6-yl)-2-(trifluoromethoxy)pyridin-3-yl)benzenesulfonamide trifluoroacetate